ClC=1C=NC(=NC1)C=1C=C(C(=NC1)C=1OC2=C(N1)C=C(C=C2)S(C(F)(F)F)(=O)=N)S(=O)(=O)CC [2-[5-(5-chloropyrimidin-2-yl)-3-ethylsulfonyl-2-pyridyl]-1,3-benzoxazol-5-yl]-imino-oxo-(trifluoromethyl)-λ6-sulfane